(3S)-3-[8-[4-[4-[3-[3-amino-6-(2-hydroxyphenyl)pyridazin-4-yl]-4-fluoro-phenyl]-1-piperidyl]cyclohexyl]-2,3-dihydro-1,4-benzoxazin-4-yl]piperidine-2,6-dione NC=1N=NC(=CC1C=1C=C(C=CC1F)C1CCN(CC1)C1CCC(CC1)C1=CC=CC=2N(CCOC21)[C@@H]2C(NC(CC2)=O)=O)C2=C(C=CC=C2)O